NC=1N=NN(N1)CC1=CC=C(C=C1)C=C 5-amino-2-(4-vinylbenzyl)-2H-tetrazole